7-tosyl-7-azabicyclo[4.1.0]heptane S(=O)(=O)(C1=CC=C(C)C=C1)N1C2CCCCC12